P(=O)(=O)OC(CC)=O 1-phosphopropionic acid